methyl 3-amino-4-methyl-thiophene-2-carboxylate NC1=C(SC=C1C)C(=O)OC